COC1=C(C=CC(=C1)C(NC)=O)NCC#CC=1N(C2=CC=CC(=C2C1)NC1CCN(CC1)C(CCCCC(=O)O)=O)CC(F)(F)F 6-(4-((2-(3-((2-Methoxy-4-(methylcarbamoyl)phenyl)amino)prop-1-yn-1-yl)-1-(2,2,2-trifluoroethyl)-1H-indol-4-yl)amino)piperidin-1-yl)-6-oxohexanoic acid